2-chloro-N,N-dimethyl-6-(3-nitrophenyl)pyridin-4-amine ClC1=NC(=CC(=C1)N(C)C)C1=CC(=CC=C1)[N+](=O)[O-]